FC1=CC=C2OCC=CCCN3CC4=C(CC=CN4N(C4C=5C=CC=CC5SCC1=C42)C3)O 20-fluoro-7-hydroxy-16-oxa-23-thia-2,3,10-triazahexacyclo[15.12.1.12,10.03,8.021,30.024,29]hentriaconta-4,7,13,17,19,21(30),24(29),25,27-nonaene